FC1=C(C=CC=C1)C(C#CC=1SC=CC1)=O 1-(2-fluorophenyl)-3-(thiophene-2-yl)prop-2-yne-1-one